CN1C=NC(=C1CSC=1NC(C2=C(N1)CCC2)=O)SC 2-({[3-methyl-5-(methylsulfanyl)imidazol-4-yl]methyl}sulfanyl)-3H,5H,6H,7H-cyclopenta[d]pyrimidin-4-one